(R)-2-fluoro-N-(8-methylisoquinolin-1-yl)-4-((4-(morpholinomethyl)pyrimidin-2-yl)amino)-N-(piperidin-3-yl)benzamide FC1=C(C(=O)N([C@H]2CNCCC2)C2=NC=CC3=CC=CC(=C23)C)C=CC(=C1)NC1=NC=CC(=N1)CN1CCOCC1